O-hexadecyl-adenosine-3'-phosphate P(=O)(O)(O)O[C@H]1[C@H]([C@@H](O[C@@H]1CO)N1C=NC=2C(N)=NC=NC12)OCCCCCCCCCCCCCCCC